(R)-N-ethyl-5-fluoro-N-(2,2,2-trifluoro-1-(4-fluorophenyl)ethyl)thiophene-2-sulfonamide C(C)N(S(=O)(=O)C=1SC(=CC1)F)[C@@H](C(F)(F)F)C1=CC=C(C=C1)F